ethyl-2,3-dimethylimidazolium bis(trifluoromethanesulfonyl)imide [N-](S(=O)(=O)C(F)(F)F)S(=O)(=O)C(F)(F)F.C(C)C=1[N+](=C(NC1)C)C